C1(=CC=CC=C1)S(=O)(=O)NN=CC=C(CCC=C(C)C)C citral phenylsulfonyl hydrazone